FC=1C=C(C=CC1OC1=C2C(=NC=C1)C=C(S2)C2=NC=C(C=C2)CNCCOC)NC(=O)C=2C(N(C=C(C2)C)C2=CC=C(C=C2)F)=O N-(3-fluoro-4-{[2-(5-{[(2-methoxyethyl)amino]methyl}pyridin-2-yl)thieno[3,2-b]pyridin-7-yl]oxy}phenyl)-1-(4-fluorophenyl)-5-methyl-2-oxo-1,2-dihydropyridine-3-carboxamide